2-[[3-carbamoyl-5,6-dihydro-4H-cyclopenta[b]thiophen-2-yl]carbamoyl]cyclohexanecarboxylic acid C(N)(=O)C=1C2=C(SC1NC(=O)C1C(CCCC1)C(=O)O)CCC2